[Cr+3].[PH2](=O)C(=[NH2+])N phosphinyl-formamidinium chromium